CC([C@@H](C(N1[C@@H](CCC1)C(NC=1SC(=CN1)C1CCOCC1)=O)=O)NC(=O)C1=CC2=C(S1)C=CC(=C2)C(F)(F)P(O)(O)=O)(C)C ((2-(((S)-3,3-dimethyl-1-oxo-1-((S)-2-((5-(tetrahydro-2H-pyran-4-yl)thiazol-2-yl)carbamoyl)pyrrolidin-1-yl)butan-2-yl)carbamoyl)benzo[b]thiophen-5-yl)difluoromethyl)phosphonic acid